FC1=C(C=C(CC2=NNC(C3=CC=CC=C23)=O)C=C1)P1(CCN(CC1)C1=NC=C(C=N1)F)=O 4-(4-fluoro-3-(4-oxido-1-(5-(fluoro)pyrimidin-2-yl)-1,4-azaphosphinan-4-yl)benzyl)phthalazin-1(2H)-one